COC(=O)N[C@@H](CC(=O)O)C(=O)O (methoxycarbonyl)-L-aspartic acid